(2S)-2-(4-fluorophenyl)-N-{4-[3-(4-fluorophenyl)-5,7-dimethyl-4-oxo-4,5-dihydro-1H-pyrrolo[3,2-c]pyridin-2-yl]pyridin-2-yl}propanamide FC1=CC=C(C=C1)[C@@H](C(=O)NC1=NC=CC(=C1)C1=C(C=2C(N(C=C(C2N1)C)C)=O)C1=CC=C(C=C1)F)C